tert-butyl (R)-2-(2-(2,4-dioxothiazolidin-3-yl)acetyl)pyrrolidine-1-carboxylate O=C1SCC(N1CC(=O)[C@@H]1N(CCC1)C(=O)OC(C)(C)C)=O